N-(1-(5-amino-3-(difluoromethyl)-2-fluorophenyl)ethyl)-6-methoxy-2-methyl-7-((tetrahydro-2H-pyran-4-yl)oxy)quinazolin-4-amine NC=1C=C(C(=C(C1)C(C)NC1=NC(=NC2=CC(=C(C=C12)OC)OC1CCOCC1)C)F)C(F)F